1,18-Octadecandiol C(CCCCCCCCCCCCCCCCCO)O